5-(naphth-2-yl)-3-(1-methylpiperidin-4-yl)1H-indazole C1=C(C=CC2=CC=CC=C12)C=1C=C2C(=NNC2=CC1)C1CCN(CC1)C